3-bromo-7-chloro-2-(((3R,5R)-5-(4-methoxyphenyl)-1-methylpiperidin-3-yl)amino)-4H-pyrido[1,2-a]pyrimidin-4-one BrC1=C(N=C2N(C1=O)C=C(C=C2)Cl)N[C@H]2CN(C[C@H](C2)C2=CC=C(C=C2)OC)C